ClC=1C=CC2=C(C(=N[C@H](C=3N2C(=NN3)S)CCC(=O)OCC)C3=C(C=CC=C3)Cl)C1 ethyl (S)-3-(8-chloro-6-(2-chlorophenyl)-1-mercapto-4H-benzo[f][1,2,4]triazolo[4,3-a][1,4]diazepin-4-yl)propionate